d-α-aminosuberic acid N[C@@H](C(=O)O)CCCCCC(=O)O